5-methoxy-2,4-dimethyl-3-nitro-pyridine COC=1C(=C(C(=NC1)C)[N+](=O)[O-])C